3-(methacryloyloxy)propyl-trimethylsilane C(C(=C)C)(=O)OCCC[Si](C)(C)C